(2S,3S,4R,5R)-5-(6-(benzylamino)-2-(5-chloropyridin-3-yl)-9H-purin-9-yl)-3,4-dihydroxyl-N-methyltetrahydrofuran-2-carboxamide C(C1=CC=CC=C1)NC1=C2N=CN(C2=NC(=N1)C=1C=NC=C(C1)Cl)[C@H]1[C@@H]([C@@H]([C@H](O1)C(=O)NC)O)O